C12(CC3CC(CC(C1)C3)C2)C(C)N 1-(adamantan-1-yl)ethanamine